C12COCC(CC1)N2C2=NC(=NC(=N2)N2CCOCC2)C=2C(=NC(=NC2)N)C(F)F 5-(4-(3-oxa-8-azabicyclo[3.2.1]octan-8-yl)-6-morpholino-1,3,5-triazin-2-yl)-4-(difluoromethyl)pyrimidin-2-amine